C1(CC1)C=1C(=CC=2N(C1)C(=CN2)C2=CC=CC(=N2)N[C@H]2CNC[C@@H]2C)OC 6-(6-cyclopropyl-7-methoxyimidazo[1,2-a]pyridin-3-yl)-N-((3R,4S)-4-methylpyrrolidin-3-yl)pyridin-2-amine